C(C1=CC=CC=C1)OC[C@@H](N=C(C1=CC=CC=C1)C1=CC=CC=C1)[C@H]1[C@H](OC(O1)(C)C)C(=O)OC methyl (4S,5S)-5-((R)-2-(benzyloxy)-1-((diphenyl Methylene)amino)ethyl)-2,2-dimethyl-1,3-dioxolane-4-carboxylate